4-fluoro-1-[2-(5-methyl-2-oxo-2,3-dihydro-1,3,4-oxadiazol-3-yl)acetyl]-N-{phenyl-[4-(propan-2-yl)phenyl]methyl}pyrrolidine-2-carboxamide FC1CC(N(C1)C(CN1C(OC(=N1)C)=O)=O)C(=O)NC(C1=CC=C(C=C1)C(C)C)C1=CC=CC=C1